(4-Methyl-1-(2-(2-(trifluoromethyl)phenoxy)ethyl)piperidin-4-yl)(phenyl)ethanone CC1(CCN(CC1)CCOC1=C(C=CC=C1)C(F)(F)F)CC(=O)C1=CC=CC=C1